2-(5-butyloxy-2H-benzotriazole-2-yl)-6-tert-butyl-4-methylphenol C(CCC)OC1=CC=2C(=NN(N2)C2=C(C(=CC(=C2)C)C(C)(C)C)O)C=C1